BrC=1C=CC(=NC1)CC1CC[C@H]2CC(N(C=3N=C(C=CC3C(NS(C=3C=CC=C(N1)N3)(=O)=O)=O)C(C)(C)C)C2)(C)C (14S)-17-[(5-Bromopyridin-2-yl)methyl]-8-tert-butyl-12,12-dimethyl-2λ6-thia-3,9,11,18,23-pentaazatetracyclo[17.3.1.111,14.05,10]tetracosa-1(23),5(10),6,8,19,21-hexaene-2,2,4-trione